C(C)N(CC)CC=1N=NN(C1)C1=CC=C(CN2C3=NC(=NC=C3NC2=O)C2=C(C=CC=C2)C(C)C)C=C1 9-(4-(4-((diethylamino)methyl)-1H-1,2,3-triazol-1-yl)benzyl)-2-(2-isopropylphenyl)-7,9-dihydro-8H-purin-8-one